(1S,2R)-2-(Toluene-4-sulfonyl)-cyclopentanecarboxylic acid benzooxazol-5-ylmethyl-(1,1-difluoro-spiro[2.5]oct-6-yl)-amide O1C=NC2=C1C=CC(=C2)CN(C(=O)[C@H]2[C@@H](CCC2)S(=O)(=O)C2=CC=C(C)C=C2)C2CCC1(CC1(F)F)CC2